(R)-2-(2-aminothiazol-4-yl)-4'-[2-[(2-hydroxy-2-phenylethyl)amino]ethyl]acetanilide NC=1SC=C(N1)CC(=O)NC1=CC=C(C=C1)CCNC[C@@H](C1=CC=CC=C1)O